N1=C(N=CC=C1)N1CC(=CC2=CC=CC=C12)C(=O)O 1-(pyrimidin-2-yl)quinoline-3-carboxylic acid